CC(C#C)(CC(C)C)O[Si](C)(C)C (3,5-dimethyl-1-hexyn-3-oxy)trimethylsilane